N-[3-(4,6-dimethylpyrimidin-5-yl)-4-[2-(3-oxo-5,6,8,8a-tetrahydro-1H-oxazolo[3,4-a]pyrazin-7-yl)ethoxy]phenyl]cyclopropanecarboxamide CC1=NC=NC(=C1C=1C=C(C=CC1OCCN1CC2N(CC1)C(OC2)=O)NC(=O)C2CC2)C